C1=NC=C(C2=CC=CC=C12)C1=CC=C2C=3CCCCC3NC2=C1 7-(isoquinolin-4-yl)-2,3,4,9-tetrahydro-1H-carbazole